CC(CC(O)O)CCCCC 3-methyl-1-hydroxy-1-octyl alcohol